trans-Methyl 4-(((trans-4-(4-methoxy-3-methylphenyl)cyclohexyl)methyl)(3-(2-methoxythiazol-5-yl)phenyl)carbamoyl)cyclohexanecarboxylate COC1=C(C=C(C=C1)[C@@H]1CC[C@H](CC1)CN(C(=O)[C@@H]1CC[C@H](CC1)C(=O)OC)C1=CC(=CC=C1)C1=CN=C(S1)OC)C